(3aR,5s,6aS)-2-(2-(tert-butoxy)ethyl-1,1-d2)-N-(6-(2,3,5-trifluorophenyl)pyridazin-3-yl)octahydrocyclopenta[c]pyrrol-5-amine C(C)(C)(C)OCC([2H])([2H])N1C[C@@H]2[C@H](C1)CC(C2)NC=2N=NC(=CC2)C2=C(C(=CC(=C2)F)F)F